C(C=C)(=O)OC(C(C(F)(F)F)(F)F)(F)F Perfluoropropyl acrylate